OC[C@H]1N(CCC1)CC1=CC=C(C=C1)C1=CC=C(C=C1)CN1C=CC2=CC(=CC=C12)N1N=C(C=C1C)C(=O)N (S)-1-(1-((4'-((2-(hydroxymethyl)pyrrolidin-1-yl)methyl)-[1,1'-biphenyl]-4-yl)methyl)-1H-indol-5-yl)-5-methyl-1H-pyrazole-3-carboxamide